CC=1C=C2C(C(NC2=CC1)=O)=O 5-methyl-2,3-indoledione